2-(Morpholin-4-yl)-N-({5-[6-(trifluoromethoxy)pyridin-3-yl]-4H-1,2,4-triazol-3-yl}methyl)-7-(trifluoromethyl)imidazo[2,1-f][1,2,4]triazin-4-amine N1(CCOCC1)C1=NN2C(C(=N1)NCC1=NN=C(N1)C=1C=NC(=CC1)OC(F)(F)F)=NC=C2C(F)(F)F